1,3-Bis(methoxymethyl)4,5-dihydroxy-2-imidazolidinone COCN1C(N(C(C1O)O)COC)=O